N=1C(C(=C2C=CC=CC12)CC(=O)O)([2H])[2H] indole-3-acetic acid-2,2-d2